FC=1C=C(C(=O)C2=C(C(=O)O)C=C(C(=C2)F)F)C=CC1F 2-(3,4-difluorobenzoyl)-4,5-difluorobenzoic acid